4-propenyl-benzyl chloride C(=CC)C1=CC=C(CCl)C=C1